N[C@H](C(=O)NC1=C(C2=C(OCCCC2)S1)C(C1=C(C=CC=C1F)F)=O)C (2S)-2-amino-N-[6-(2,6-difluorobenzoyl)-2,3,4,5-tetrahydrothieno[2,3-b]oxepin-7-yl]propanamide